5-hydroxy-8-(1-hydroxy-2-isopropylamino-butyl)-2H-1,4-benzoxazin-3(4H)-one OC1=CC=C(C2=C1NC(CO2)=O)C(C(CC)NC(C)C)O